3-(3-(bromomethyl)-4-(4,4,5,5-Tetramethyl-1,3,2-dioxaborolan-2-yl)benzyl)-2-butyl-1,3-diazaspiro[4.5]dec-1-en-4-one BrCC=1C=C(CN2C(=NC3(C2=O)CCCCC3)CCCC)C=CC1B1OC(C(O1)(C)C)(C)C